ClC1=CC=C(S1)CNC1=CC(=NN1C(C(C)(C)C)=O)C1CCN(CC1)CCN1CCOCC1 1-(5-{[(5-chlorothiophen-2-yl)methyl]amino}-3-{1-[2-(morpholin-4-yl)ethyl]piperidin-4-yl}-1H-pyrazol-1-yl)-2,2-dimethylpropan-1-one